(6-isopropyl-5-(8-methyl-[1,2,4]triazolo[1,5-a]pyridin-6-yl)-4H-pyrrolo[3,2-d]thiazol-2-yl)(3-methoxyazetidin-1-yl)methanone C(C)(C)C1=C(NC2=C1N=C(S2)C(=O)N2CC(C2)OC)C=2C=C(C=1N(C2)N=CN1)C